NC1=C(C(=O)N)C=C(C(=C1I)F)Br 2-amino-5-bromo-4-fluoro-3-iodobenzamide